BrC1C2(C(C3=CC=CC=C13)=O)CC(C(CC2)=NO)=CC bromo-3-ethylidene-4-(hydroxyimino)spiro[cyclohexane-1,2'-indene]-1'(3'H)-one